C(C)OC(C)=O.CCCCCC normal hexane ethyl-acetate